3-methyl-2-[2-[(3R)-tetrahydropyran-3-yl]pyrazolo[3,4-b]pyridin-6-yl]-5-(trifluoromethyl)phenol CC=1C(=C(C=C(C1)C(F)(F)F)O)C=1C=CC=2C(N1)=NN(C2)[C@H]2COCCC2